methyl (3S,6S,9aS)-6-((tert-butoxycarbonyl)amino)-5-oxooctahydro-1H-pyrrolo[1,2-a]azepine-3-carboxylate C(C)(C)(C)OC(=O)N[C@H]1CCC[C@@H]2N(C1=O)[C@@H](CC2)C(=O)OC